3-(5-isopropoxypyridin-2-yl)-N-(3-methylpyridin-2-yl)-1,2,4-oxadiazol-5-amine C(C)(C)OC=1C=CC(=NC1)C1=NOC(=N1)NC1=NC=CC=C1C